2-[3-(difluoromethyl)-5-fluorophenoxy]-8,8-difluorobicyclo[4.2.0]octa-1,3,5-triene-7-one FC(C=1C=C(OC2=C3C(C(C3=CC=C2)=O)(F)F)C=C(C1)F)F